(2S,4R)-1-(((9H-fluoren-9-yl)methoxy)carbonyl)-4-(2-(pyridin-4-yl)acetamido)pyrrolidine-2-carboxylic acid C1=CC=CC=2C3=CC=CC=C3C(C12)COC(=O)N1[C@@H](C[C@H](C1)NC(CC1=CC=NC=C1)=O)C(=O)O